C(CC1=C(C(C(=O)N)=CC=C1C(=O)O)C(=O)O)C1=C(C(C(=O)N)=CC=C1C(=O)O)C(=O)O ethylenebistrimellitic amide